5-[4-[(3S)-1-(3-fluoropropyl)pyrrolidin-3-yl]oxyphenyl]-6-(1H-indol-6-yl)-8,9-dihydro-7H-benzo[7]annulen-2-ol FCCCN1C[C@H](CC1)OC1=CC=C(C=C1)C1=C(CCCC2=C1C=CC(=C2)O)C2=CC=C1C=CNC1=C2